N-(3-(4'-((S)-1-(tetrahydro-2H-pyran-4-yl)ethoxy)-4,5,5',6'-tetrahydro-2H-spiro[furan-3,8'-pyrano[3,4-b]pyridin]-2'-yl)-1H-pyrrolo[2,3-c]pyridin-5-yl)acetamide O1CCC(CC1)[C@H](C)OC1=C2C(=NC(=C1)C1=CNC3=CN=C(C=C31)NC(C)=O)C3(OCC2)COCC3